6-methyltetrahydro-2H-pyran-3-yl acetate C(C)(=O)OC1COC(CC1)C